2-[6-[(4aR,8aR)-5-methyl-2,3,4,4a,6,7,8,8a-octahydro-1,5-naphthyridin-1-yl]pyridazin-3-yl]-3-methyl-5-(trifluoromethyl)phenol CN1[C@@H]2CCCN([C@@H]2CCC1)C1=CC=C(N=N1)C1=C(C=C(C=C1C)C(F)(F)F)O